(1-benzylazetidin-3-yl)(3,3,5-trimethyl-2,3-dihydro-1H-pyrrolo[3,2-b]pyridin-1-yl)methanone C(C1=CC=CC=C1)N1CC(C1)C(=O)N1CC(C2=NC(=CC=C21)C)(C)C